tertbutyl 4-[5-methyl-3-[4-(4-methylpiperazin-1-yl)anilino]-6-oxo-8H-pyrimido[5,4-c]pyridazin-7-yl]-3,4-dihydro-2H-quinoline-1-carboxylate CN1C(N(CC=2N=NC(=CC21)NC2=CC=C(C=C2)N2CCN(CC2)C)C2CCN(C1=CC=CC=C21)C(=O)OC(C)(C)C)=O